C(#N)C[C@@H]1N(CCN(C1)C=1C2=C(N=C(N1)OC[C@H]1N(CCC1)C)OC(CC2)C2=CC=CC1=CC=CC(=C21)C)C(=O)OCC2=CC=CC=C2 benzyl (2S)-2-(cyanomethyl)-4-(7-(8-methylnaphthalen-1-yl)-2-(((S)-1-methylpyrrolidin-2-yl)methoxy)-6,7-dihydro-5H-pyrano[2,3-d]pyrimidin-4-yl)piperazine-1-carboxylate